CN(C1=CC(=C(C=C1)N1CCC(CC1)C1=NN=CN1C)C=1C=NC=CC1)C N,N-Dimethyl-4-(4-(4-methyl-4H-1,2,4-triazol-3-yl)piperidin-1-yl)-3-(pyridin-3-yl)aniline